Methyl (R)-2-((4-chloro-2',3',4',5',6,6'-hexafluoro-[1,1'-biphenyl]-3-yl)thio)propanoate ClC1=C(C=C(C(=C1)F)C1=C(C(=C(C(=C1F)F)F)F)F)S[C@@H](C(=O)OC)C